((2R,3S,4R,5S)-5-(4-aminopyrrolo[2,1-f][1,2,4]triazin-7-yl)-2-cyano-3,4-dihydroxytetrahydrofuran-2-yl)methyl ((S)-tetrahydrofuran-3-yl) carbonate C(OC[C@]1(O[C@H]([C@@H]([C@@H]1O)O)C1=CC=C2C(=NC=NN21)N)C#N)(O[C@@H]2COCC2)=O